COC1=CC=C2C(=CC=NC2=C1)OC1=CC=C(C=C1)S(=O)(N)=NCC=1OC=CN1 4-((7-methoxyquinolin-4-yl)oxy)-N'-(oxazol-2-ylmethyl)benzenesulfonimidamide